C(C)C=1C(=CC=C2C=C(C=C(C12)C1=C(C=2N=C(N=C(C2C=N1)N1CC(CCC1)C1C(NCC1)=O)OC[C@]12CCCN2C[C@@H](C1)F)F)O)F 3-(1-(7-(8-Ethyl-7-fluoro-3-hydroxynaphthalen-1-yl)-8-fluoro-2-(((2R,7aS)-2-fluorohexahydro-1H-pyrrolizin-7a-yl)methoxy)pyrido[4,3-d]pyrimidin-4-yl)piperidin-3-yl)pyrrolidin-2-one